Gadolinium 2,2',2''-{10-[1-carboxy-2-{4-[2-(2-ethoxyethoxy)ethoxy]phenyl}ethyl]-1,4,7,10-tetraazacyclododecan-1,4,7-triyl}triacetate C(=O)(O)C(CC1=CC=C(C=C1)OCCOCCOCC)N1CCN(CCN(CCN(CC1)CC(=O)[O-])CC(=O)[O-])CC(=O)[O-].[Gd+3]